5-(4-((2-((N-cyclopropylsulfamoyl)amino)pyridin-4-yl)methyl)piperazin-1-yl)-N-methyl-6-(trifluoromethyl)picolinamide C1(CC1)NS(=O)(=O)NC1=NC=CC(=C1)CN1CCN(CC1)C=1C=CC(=NC1C(F)(F)F)C(=O)NC